tert-butyl N-{1-[(4-methoxyphenyl)methyl]-1H-pyrazol-3-yl}-N-methylcarbamate COC1=CC=C(C=C1)CN1N=C(C=C1)N(C(OC(C)(C)C)=O)C